C1(CC1)C1CN(CC1)CC(=O)NC=1C=C(C(=NC1)C)C=1N2C(SC1C=1C=NN(C1)CCOC)=C(C=N2)C(=O)N (5-(2-(3-cyclopropylpyrrolidin-1-yl)acetamido)-2-methylpyridin-3-yl)-2-(1-(2-methoxyethyl)-1H-pyrazol-4-yl)pyrazolo[5,1-b]thiazole-7-carboxamide